Cl.NC(C(C(=O)O)F)CN1N=C(N=N1)C1=CC=C(C=C1)OC1=NC=C(C=C1F)Cl 3-amino-4-(5-(4-((5-chloro-3-fluoropyridin-2-yl)oxy)phenyl)-2H-tetrazol-2-yl)-2-fluorobutyric acid hydrochloride